2-((3,5-dicyano-4-ethyl-6-((S)-3-hydroxypyrrolidin-1-yl)pyridin-2-yl)thio)-2-benzeneAcetamide C(#N)C=1C(=NC(=C(C1CC)C#N)N1C[C@H](CC1)O)SC1(CC=CC=C1)CC(=O)N